CC1C(NC2CC1C2)CO[Si](C2=CC=CC=C2)(C2=CC=CC=C2)C TRANS-4-methyl-3-{[(methyldiphenylsilyl)oxy]methyl}-2-azabicyclo[3.1.1]heptane